2-((1s,2r)-1-(2-cyano-5-fluorophenyl)-1-(5-methylpyrazin-2-yl)propan-2-yl)-5-hydroxy-N-(isoxazol-4-yl)-1-methyl-6-oxo-1,6-dihydropyrimidine-4-carboxamide C(#N)C1=C(C=C(C=C1)F)[C@H]([C@@H](C)C=1N(C(C(=C(N1)C(=O)NC=1C=NOC1)O)=O)C)C1=NC=C(N=C1)C